CC1(OB(OC1(C)C)C1=CC=C2CNC(C2=C1)=O)C 6-(4,4,5,5-tetramethyl-1,3,2-dioxaborolan-2-yl)isoindolin-1-one